FC=1C(=C(C=CC1)NC1=C(NC2=C1C(NCC2)=O)C2=C(C=NC=C2)C#C[C@@H]2N(CC(C2)(C)C)C(=O)OC(C)(C)C)OC tert-butyl (2R)-2-[2-(4-{3-[(3-fluoro-2-methoxyphenyl)amino]-4-oxo-1H,5H,6H,7H-pyrrolo[3,2-c]pyridin-2-yl}pyridin-3-yl)ethynyl]-4,4-dimethylpyrrolidine-1-carboxylate